NC1CCC(CC1)NC1=NC=CC(=N1)C1=C(OC2=C(C=C(C=C2)NS(=O)(=O)C2=C(C=CC=C2)Cl)F)C=CC(=C1)CC N-[4-[2-[2-[(1r,4r)-(4-aminocyclohexyl)amino]pyrimidin-4-yl]-4-ethylphenoxy]-3-fluorophenyl]2-chlorobenzenesulfonamide